racemic-methyl 2-methyl-4-heptynoate C[C@@H](C(=O)OC)CC#CCC |r|